COC1=CN=C2C=NC=NC2=N1 7-Methoxypteridine